N1=C(C=CC=2CCCNC12)CN1CCC2(CN(C2)C(=O)OC(C)(C)C)CC1 tert-butyl 7-((5,6,7,8-tetrahydro-1,8-naphthyridin-2-yl) methyl)-2,7-diazaspiro[3.5]nonane-2-carboxylate